P(OC1=C(C=CC=C1)C)(OC1=C(C=CC=C1)C)O ditolyl hydrogen phosphite